N[C@@H](CCCN)C(=O)NCCS(=O)(=O)O L-Ornithyltaurine